3-(4-((7-(cyclobutylamino)heptyl)thio)-1-oxoisoindolin-2-yl)piperidine-2,6-dione C1(CCC1)NCCCCCCCSC1=C2CN(C(C2=CC=C1)=O)C1C(NC(CC1)=O)=O